BrC=1C=C(SC1)F 4-bromo-2-fluoro-thiophene